ClC1=C(C=CC(=C1)P(=O)(C)C)[C@@H]1COCCCN1C(=O)OC(C)(C)C |r| (+/-)-tert-butyl 3-(2-chloro-4-dimethylphosphoryl-phenyl)-1,4-oxazepane-4-carboxylate